6-(2-((2-(2-(2-(2-azidoethoxy)ethoxy)ethoxy)ethyl)amino)pyridin-4-yl)indolin-2-one N(=[N+]=[N-])CCOCCOCCOCCNC1=NC=CC(=C1)C1=CC=C2CC(NC2=C1)=O